FC=1C(=NC=C(C1)C(F)(F)F)OC=1C=CC(=C(N)C1)OC 5-((3-Fluoro-5-(trifluoromethyl)pyridin-2-yl)oxy)-2-methoxyaniline